ClC1=C(C(=CC=C1Cl)OC)CC1CCNCC1 4-[(2,3-dichloro-6-methoxyphenyl)methyl]piperidine